BrCC(=O)C1=C(NC2=CC=CC=C12)C 2-bromo-1-(2-methyl-1H-indol-3-yl)ethan-1-one